Cl.N1C[C@H](CCC1)C#N (S)-piperidine-3-carbonitrile hydrochloride